6-[[(2S,3S,4S,5R)-3-(3,4-difluoro-2-methoxy-phenyl)-4,5-dimethyl-5-(trifluoromethyl)tetrahydrofuran-2-carbonyl]amino]pyrimidine-4-carboxamide FC=1C(=C(C=CC1F)[C@H]1[C@H](O[C@]([C@H]1C)(C(F)(F)F)C)C(=O)NC1=CC(=NC=N1)C(=O)N)OC